FC(OC1=NC2=CC=CC=C2C=N1)(F)F (trifluoromethoxy)quinazolin